6,8-dimethoxy-4-(1-methyl-ethyl)-1-[3-(1-methyl-1H-pyrazol-4-yl)quinoxalin-6-yl]-2,3,4,5-tetrahydro-1H-1,4-benzodiazepine COC1=CC(=CC2=C1CN(CCN2C=2C=C1N=C(C=NC1=CC2)C=2C=NN(C2)C)C(C)C)OC